ClC=1C(=C(C=CC1)N1CCC2(CC1)C=1C=CC(=NC1C(N(C2)C2CNCC2)=O)C=2C(=NC=CC2)OCC)C(F)(F)F 1'-[3-chloro-2-(trifluoromethyl)phenyl]-2-(2-ethoxypyridin-3-yl)-7-pyrrolidin-3-ylspiro[6H-1,7-naphthyridine-5,4'-piperidine]-8-one